S1C2=C(C=C1C(=O)N[C@H](C(=O)O)CC1=CC=CC=C1)C=CC=C2 (S)-2-(benzo[b]thiophene-2-carboxamido)-3-phenylpropanoic acid